(S)-N-(5-(2,4-difluorophenoxy)pyrazin-2-yl)-2-(3,3-dimethyl-4-((S)-5-oxomorpholine-2-carbonyl)piperazin-1-yl)propanamide FC1=C(OC=2N=CC(=NC2)NC([C@H](C)N2CC(N(CC2)C(=O)[C@@H]2CNC(CO2)=O)(C)C)=O)C=CC(=C1)F